hydroxymethanesulfinate sodium salt [Na+].OCS(=O)[O-]